[N-](S(=O)(=O)C(F)(F)F)S(=O)(=O)C(F)(F)F.C(CCC)N1C=[N+](C=C1)C 1-butyl-3-methylimidazolium bistrifluoromethanesulfonimide salt